C(C)(=O)C1=NN(C2=CC=C(C=C12)C=1C=NC=NC1)CC(=O)N(C(C)C)CC(=O)NC=1C(=C(C=CC1)C1=C(C=CC=C1)Cl)F 2-(3-acetyl-5-(pyrimidin-5-yl)-1H-indazol-1-yl)-N-(2-((2'-chloro-2-fluoro-[1,1'-biphenyl]-3-yl)amino)-2-oxoethyl)-N-isopropylacetamide